O1C(CCCC1)N1N=C(C=C1)[C@H]1[C@@H](C1)C(=O)O trans-2-(1-tetrahydropyran-2-ylpyrazol-3-yl)cyclopropanecarboxylic acid